1-((S)-4-((6S,7S)-7-(3-hydroxynaphthalen-1-yl)-6-methyl-2-(((S)-1-methylpyrrolidin-2-yl)methoxy)-5,6,7,8-tetrahydroquinazolin-4-yl)-3-methylpiperazin-1-yl)prop-2-en-1-one OC=1C=C(C2=CC=CC=C2C1)[C@@H]1[C@H](CC=2C(=NC(=NC2C1)OC[C@H]1N(CCC1)C)N1[C@H](CN(CC1)C(C=C)=O)C)C